Azetidin-3-yl-azepane N1CC(C1)N1CCCCCC1